C(C(=O)O)(=O)O.C(CCC)C1=C(C(=CC=C1)C)C=O n-butyltolualdehyde oxalate